N1(CCCCCC1)C(=O)[C@H]1N(CC2=CC=CC=C2C1)C(=O)OC(C)(C)C tert-butyl (3S)-3-(azepane-1-carbonyl)-3,4-dihydro-1H-isoquinoline-2-carboxylate